tert-Butyl ((1-((3-((2-(2-cyanoethoxy)-5-ethylphenyl)sulfonamido)-4-methoxybenzo[d]isoxazol-6-yl)methyl)-1H-pyrazol-4-yl)methyl)carbamate C(#N)CCOC1=C(C=C(C=C1)CC)S(=O)(=O)NC1=NOC2=C1C(=CC(=C2)CN2N=CC(=C2)CNC(OC(C)(C)C)=O)OC